N-(3,4-dihydroxybenzyl)-2-((5-fluorobenzo[d]thiazol-2-yl)thio)acetamide OC=1C=C(CNC(CSC=2SC3=C(N2)C=C(C=C3)F)=O)C=CC1O